N(=[N+]=[N-])C(C)C1=C(C=CC=C1)Br 1-(1-azidoethyl)-2-bromobenzene